BrC1=C(C=CC=C1)C(COCCCNC(OC(C)(C)C)=O)(F)F tert-butyl N-[3-[2-(2-bromophenyl)-2,2-difluoro-ethoxy]propyl]carbamate